N=1N(N=CC1)C[C@]12C[C@H](C[C@H](N1C(=O)NC1=CC(=C(C=C1)C)C1=NC=C(C=N1)F)C2)C (1R,3S,5S)-1-((2H-1,2,3-triazol-2-yl)methyl)-N-(3-(5-fluoropyrimidin-2-yl)-4-methylphenyl)-3-methyl-6-azabicyclo[3.1.1]heptane-6-carboxamide